ClC=1C(=C(C(=O)NC=2C=CC(=NC2)C(=O)N)C(=CC1)NC1=C(C=C(C=C1)F)C)F 5-(3-chloro-2-fluoro-6-((4-fluoro-2-methylphenyl)-amino)benzamido)-picolinamide